(4-(((tert-butyldimethylsilyl)oxy)methyl)-6-(trifluoromethyl)pyridin-3-yl)boronic acid [Si](C)(C)(C(C)(C)C)OCC1=C(C=NC(=C1)C(F)(F)F)B(O)O